[4-[6-(5-amino-1-methyl-pyrazol-4-yl)-3-pyridinyl]-3-methyl-phenyl]cyclopropanecarboxylic acid NC1=C(C=NN1C)C1=CC=C(C=N1)C1=C(C=C(C=C1)C1(CC1)C(=O)O)C